BrC1=CC=C2C(=CC=NC2=C1)NC(OC(C)(C)C)=O tert-butyl N-(7-bromoquinolin-4-yl)carbamate